FC(C1=CC=C(C=C1)OB(O)O)(F)F p-trifluoromethylphenyl-boric acid